NC=1C=C(C=CC1)S(=O)(=O)NC(=O)C=1C(=NC(=CC1)C(C)(C)C)C1=CC(=CC(=C1)C)C N-(3-Aminophenyl)sulfonyl-6-tert-butyl-2-(3,5-dimethylphenyl)pyridin-3-carboxamid